COCCC12CNCC(CC1)N2C(=O)OC(C)(C)C tert-butyl 1-(2-methoxyethyl)-3,8-diazabicyclo[3.2.1]octane-8-carboxylate